C1(=CC=CC=C1)[Si]([Si](C1=CC=CC=C1)(C)C)(C)C 1,2-diphenyltetramethyldisilane